19-bromo-4,6,8,10,12,14,16-heptamethylnonadecyl heptyloxymethyl ether C(CCCCCC)OCOCCCC(CC(CC(CC(CC(CC(CC(CCCBr)C)C)C)C)C)C)C